tris[4-(dibutylamino)phenyl]ammonium hexafluoroantimonate F[Sb-](F)(F)(F)(F)F.C(CCC)N(C1=CC=C(C=C1)[NH+](C1=CC=C(C=C1)N(CCCC)CCCC)C1=CC=C(C=C1)N(CCCC)CCCC)CCCC